N-(1''-(3-bromobenzoyl)dispiro[cyclopropane-1,1'-cyclohexane-4',3''-indolin]-5''-yl)methanesulfonamide BrC=1C=C(C(=O)N2CC3(C4=CC(=CC=C24)NS(=O)(=O)C)CCC2(CC3)CC2)C=CC1